N,N-bis-(2-aminoethyl)-1,2-ethylenediamine NCCN(CCN)CCN